di(pentadecan-8-yl) 5-((methylsulfonyl)oxy)nonanedioate CS(=O)(=O)OC(CCCC(=O)OC(CCCCCCC)CCCCCCC)CCCC(=O)OC(CCCCCCC)CCCCCCC